N1C(CCC2=CC=CN=C12)=O 1,2,3,4-tetrahydro-1,8-naphthyridin-2-one